1-(3-aminoazetidin-1-yl)ethan-1-one hydrochloride Cl.NC1CN(C1)C(C)=O